1-(5-{[(triisopropylsilyl)oxy]methyl}-3-thienyl)butan-1-one C(C)(C)[Si](OCC1=CC(=CS1)C(CCC)=O)(C(C)C)C(C)C